ClC1=C(C=C(C(=O)NC[C@H](CC2=C(C=C(C=C2)O)Cl)N(C)C)C=C1)F (S)-4-chloro-N-(3-(2-chloro-4-hydroxyphenyl)-2-(dimethylamino)propyl)-3-fluorobenzamide